3-(azidomethyl)-1,3-dimethyl-1,8-naphthyridine-2,4(1H,3H)-dione N(=[N+]=[N-])CC1(C(N(C2=NC=CC=C2C1=O)C)=O)C